BrC1=CC(=C(C2=C1OCCCC2)Cl)F 9-bromo-6-chloro-7-fluoro-2,3,4,5-tetrahydrobenzo[b]oxepine